Kalium dihydrogen-phosphat P(=O)(O)(O)[O-].[K+]